CC1(OCCN(C1)C=1N(C2=CC=C(C=C2C1)N1C(NC2=C(C1=O)C1=C(S2)CCCCC1)=O)C)C 3-(2-(2,2-dimethylmorpholino)-1-methyl-1H-indol-5-yl)-1,5,6,7,8,9-hexahydro-2H-cyclohepta[4,5]thieno[2,3-d]pyrimidine-2,4(3H)-dione